(R)-3-ethyl-8-hydroxy-5-methylisochroman-1-one C(C)[C@H]1OC(C2=C(C=CC(=C2C1)C)O)=O